N1(CCCCC1)C(=O)C1=CC2=NC(=CC=C2N1)N1C(C2=CC=CC=C2C1)=O 2-(2-(piperidine-1-carbonyl)-1H-Pyrrolo[3,2-b]Pyridin-5-yl)isoindolin-1-one